(R)-methyl 7-cyclopropyl-2-(3-(1-(4-methyl-4H-1,2,4-triazol-3-yl)propan-2-yl)phenyl)-3-oxoisoindoline-5-carboxylate C1(CC1)C=1C=C(C=C2C(N(CC12)C1=CC(=CC=C1)[C@@H](CC1=NN=CN1C)C)=O)C(=O)OC